ClC1=C(C=C(C=C1)F)[C@@H]1C=2N(CC(N1)=O)C(=NC2NC(=O)C2=NSC1=C2C=CC(=C1)F)C(NC)=O (R)-N-(8-(2-chloro-5-fluorophenyl)-3-(methylcarbamoyl)-6-oxo-5,6,7,8-tetrahydroimidazo[1,5-a]pyrazin-1-yl)-6-fluorobenzo[d]isothiazole-3-carboxamide